C(=O)C1=CC=C(C=C1)C=1N=C(C2=C(N1)N(C=C2)C2=CC=C(C=C2)C=O)C2=CC=CC=C2 2,7-Bis(4-formylphenyl)-4-phenyl-7H-pyrrolo[2,3-d]pyrimidine